2-((6-chloro-2-(4-methylpiperazin-1-yl)pyrido[3,4-d]pyrimidin-4-yl)amino)-N-phenylacetamide ClC1=CC2=C(N=C(N=C2NCC(=O)NC2=CC=CC=C2)N2CCN(CC2)C)C=N1